C(C)(C)(C)OC(=O)N1C[C@]2(C[C@H]1C(N)=O)C(NC1=CC=C(C=C12)Br)=O (3R,5'S)-5-bromo-5'-Carbamoyl-2-oxospiro[indoline-3,3'-pyrrolidine]-1'-carboxylic acid tert-butyl ester